N6-Cbz-L-lysine benzyl ester hydrochloride C1=CC=C(C=C1)COC(=O)[C@H](CCCCNC(=O)OCC2=CC=CC=C2)N.Cl